C(C)(C)C1=NC=CC2=C1NC1=CC=CC=C21 1-isopropyl-9H-pyrido[3,4-b]indole